N-benzyl-2-bromo-N-[1-[(4S)-2,2-dimethyl-1,3-dioxolan-4-yl]ethyl]acetamide cis-ethyl-4-[(2,4-dimethoxyphenyl)methyl]-3-(4-nitrophenyl)-5-oxo-morpholine-2-carboxylate C(C)OC(=O)[C@@H]1[C@@H](N(C(CO1)=O)CC1=C(C=C(C=C1)OC)OC)C1=CC=C(C=C1)[N+](=O)[O-].C(C1=CC=CC=C1)N(C(CBr)=O)C(C)[C@@H]1OC(OC1)(C)C